CC=1C[C@@H]2C([C@@H]2CC1)(C)C (+)-(1S,6R)-3,7,7-trimethyl-bicyclo[4.1.0]hept-3-ene